CC1N(CC(CC1CS(=O)(C)=N)C)C1=NC(=NC=C1)C1=CN=C2SC(=CN21)C(F)(F)F ((2,5-Dimethyl-1-(2-(2-(trifluoromethyl)imidazo[2,1-b]thiazol-5-yl)pyrimidin-4-yl)piperidin-3-yl)methyl)(imino)(methyl)-λ6-sulfanone